BrC=1C(=NC=C(/C(/N)=N/O)C1)C (Z)-5-bromo-N'-hydroxy-6-methylnicotinimidamide